1-(trans-5-(2-(1H-pyrazol-1-yl)phenoxy)octahydrocyclopenta[c]pyrrole-2-carbonyl)-1H-pyrazole-3-carboxylic acid N1(N=CC=C1)C1=C(OC2CC3C(CN(C3)C(=O)N3N=C(C=C3)C(=O)O)C2)C=CC=C1